C(=C)OC(C=C)=O vinyl-acrylate